N1[C@@H](CC=CC1)C=1C=NC=CC1 (2S)-1,2,3,6-tetrahydro-2,3'-bipyridyl